C(#N)C1=CC=C(CCN[C@H](C(=O)C2=CNC3=CC(=CC=C23)C(=O)NC2CS(C2)(=O)=O)C2=CC=CC=C2)C=C1 |r| (S)- and (R)-3-(2-((4-cyanophenethyl)amino)-2-phenylacetyl)-N-(1,1-dioxidothietan-3-yl)-1H-indole-6-carboxamide